(R)-4-(((2-((2-chloro-3-(3'-chloro-6-methoxy-5-((((5-oxopyrrolidin-2-yl)methyl)amino)methyl)-[2,4'-bipyridin]-2'-yl)phenyl)amino)-3-fluoropyridin-4-yl)methyl)amino)butanoic acid ClC1=C(C=CC=C1C1=NC=CC(=C1Cl)C1=NC(=C(C=C1)CNC[C@@H]1NC(CC1)=O)OC)NC1=NC=CC(=C1F)CNCCCC(=O)O